(S)-2-((tert-Butoxycarbonyl)amino)-3-(2,4,5-trifluorophenyl)propanoic acid C(C)(C)(C)OC(=O)N[C@H](C(=O)O)CC1=C(C=C(C(=C1)F)F)F